(3E)-1-iodo-8,8-diethoxy-3-octene ICC\C=C\CCCC(OCC)OCC